2-(4-Bromo-6-chloro-1-(tetrahydro-2H-pyran-2-yl)-1H-indazol-5-yl)ethyl methanesulfonate CS(=O)(=O)OCCC=1C(=C2C=NN(C2=CC1Cl)C1OCCCC1)Br